C1(=CC=CC2=NC3=CC=CC=C3C=C12)[Si] acridinylSilicon